(S)-N-(6-(5-methyl-1,2,4-oxadiazol-3-yl)-2,3-dihydrobenzofuran-3-yl)acetamide CC1=NC(=NO1)C1=CC2=C([C@@H](CO2)NC(C)=O)C=C1